NC1(CCN(CC1)C1=NC(=C2C(=N1)NN=C2C2=C(C1=C(N(N=C1C=C2)C)Cl)Cl)C#N)C2CC2 6-(4-amino-4-cyclopropylpiperidin-1-yl)-3-(3,4-dichloro-2-methyl-2H-indazol-5-yl)-1H-pyrazolo[3,4-d]Pyrimidine-4-carbonitrile